dimethylsilyl-tetramethylcyclopentadienyl-(3-methylbenz[e]indenyl)hafnium(IV) C[SiH](C)[Hf+](C1=CC(C=2C=CC3=C(C12)C=CC=C3)C)C3C(=C(C(=C3C)C)C)C